2-(4-methoxy-3-nitrophenyl)-6-phenylisoquinolin-1(2H)-one COC1=C(C=C(C=C1)N1C(C2=CC=C(C=C2C=C1)C1=CC=CC=C1)=O)[N+](=O)[O-]